ClC=1C(=NC=2CN(CCC2C1)CC1=NC2=C(N1C[C@H]1OCC1)C=C(C=C2)C(=O)O)OCC2=C(C=C(C=C2)C)F 2-({3-Chloro-2-[(2-fluoro-4-methylphenyl)methoxy]-5,6,7,8-tetrahydro-1,7-naphthyridin-7-yl}methyl)-1-{[(2S)-oxetan-2-yl]methyl}-1H-1,3-benzodiazole-6-carboxylic acid